CN(C=CC(=O)C12CC3CC(CC(C1)C3)C2)C 3-(dimethylamino)-1-((3r,5r,7r)-adamantan-1-yl)-2-propen-1-one